CN(CCNC(C(C)(C)C=1C=NC(=CC1)NC1=C2C(NCC2=C(C=C1)C1=CN=C2N1C=CC(=C2F)C)=O)=O)C N-[2-(dimethyl-amino)ethyl]-2-[6-[[7-(8-fluoro-7-methyl-imidazo[1,2-a]pyridin-3-yl)-3-oxo-isoindolin-4-yl]amino]-3-pyridyl]-2-methyl-propanamide